2-(1-(3-fluorophenyl)cyclopropyl)-5,6,7,8-tetrahydropyrido[4,3-d]-pyrimidin-4(3H)-one FC=1C=C(C=CC1)C1(CC1)C=1NC(C2=C(N1)CCNC2)=O